P-(4-(5-(chlorodifluoromethyl)-1,2,4-oxadiazol-3-yl)benzyl)-N,N,P-trimethylphosphinic amide ClC(C1=NC(=NO1)C1=CC=C(CP(N(C)C)(=O)C)C=C1)(F)F